O=C1N(C2=CC=CC=C2C12CCNCC2)C2CC(C2)N2CCCCC2 2-OXO-1-[(1S,3S)-3-(PIPERIDIN-1-YL)CYCLOBUTYL]-1,2-DIHYDROSPIRO[INDOLE-3,4'-PIPERIDIN]